6,8-dimethyl-1-decene CC(CCCC=C)CC(CC)C